methyl 3-(4-(5-((4-((4-(acetamidomethyl)piperidin-1-yl)methyl)-6-(3,5-dichlorophenyl)pyridin-2-yl)oxy)pyrimidin-2-yl)piperazin-1-yl)propanoate C(C)(=O)NCC1CCN(CC1)CC1=CC(=NC(=C1)C1=CC(=CC(=C1)Cl)Cl)OC=1C=NC(=NC1)N1CCN(CC1)CCC(=O)OC